(11R)-6-(2,6-dimethylphenyl)-11-(2-methylpropyl)-12-{spiro[2.3]hex-5-yl}-9-oxa-2λ6-thia-3,5,12,19-tetraazatricyclo[12.3.1.14,8]nonadec-1(17),4(19),5,7,14(18),15-hexa-en-2,2,13-trione CC1=C(C(=CC=C1)C)C1=NC=2NS(C3=CC=CC(C(N([C@@H](COC(=C1)N2)CC(C)C)C2CC1(CC1)C2)=O)=C3)(=O)=O